NC=1C=CC(=NC1NC)OC1=CC(=NC=C1)NC(C)=O N-(4-((5-amino-6-(methylamino)pyridin-2-yl)oxy)pyridin-2-yl)acetamide